CN(CCOC=1C=C(C=CC1)[C@@H]1N(C[C@H](CC1)C)C(C(=O)N)=O)C 2-((2R,5S)-2-(3-(2-(dimethylamino)ethoxy)phenyl)-5-methylpiperidin-1-yl)-2-oxoacetamide